2,4-Dichlorophenoxyacetic acid sodium salt [Na+].ClC1=C(OCC(=O)[O-])C=CC(=C1)Cl